N(=[N+]=[N-])C=1C=C2C=CC(=CC2=CC1)/C=C/C(=O)O (E)-3-(6-azidonaphthalen-2-yl)acrylic acid